N1C(OCC2=C1C=CC=C2)=O 1H-3,1-benzoxazin-2-one